NC1=C(C=C(C2=C(C=CC=C12)Cl)C1CC1)C(=O)C=1C2=CN(N=C2C(=CC1)F)C1OCCCC1 (1-amino-5-chloro-4-cyclopropylnaphthalen-2-yl)-[7-fluoro-2-(oxan-2-yl)indazol-4-yl]methanone